ClC1=NC=CC=C1CN1C(C2=CC=C(C=C2C=N1)SCCC(=O)OCC(CCCC)CC)=O 2-ethylhexyl 3-(2-((2-chloropyridin-3-yl)methyl)-1-oxo-1,2-dihydrophthalazin-6-ylthio)propanoate